(1S,2R)-2-((5-(tert-butylamino)-2-(1-(tetrahydro-2H-pyran-2-yl)-1H-pyrazol-5-yl)thieno[3,2-b]pyridin-7-yl)amino)cyclopentanol C(C)(C)(C)NC1=CC(=C2C(=N1)C=C(S2)C2=CC=NN2C2OCCCC2)N[C@H]2[C@H](CCC2)O